CN1C(=NC=C1)N N-methyl-2-aminoimidazole